N-(4-(4-amino-5-(4-(1-(cyclopropylamino)-2,2,2-trifluoroethyl)-3-methoxyphenyl)pyrazolo[5,1-f][1,2,4]triazin-6-yl)phenyl)acrylamide NC1=NC=NN2C1=C(C(=N2)C2=CC=C(C=C2)NC(C=C)=O)C2=CC(=C(C=C2)C(C(F)(F)F)NC2CC2)OC